C(C)(C)(C)OC(=O)NC1=NC=NN2C1=CC=C2[C@@H]2O[C@]([C@@H]1[C@H]2OC(O1)(C)C)(CF)CCC(=O)O.N[C@@H](C[SeH])C(=O)O selenoCysteine ((3aS,4R,6S,6aS)-6-(4-((tert-butoxycarbonyl)amino)pyrrolo[2,1-f][1,2,4]triazin-7-yl)-4-(fluoromethyl)-2,2-dimethyltetrahydrofuro[3,4-d][1,3]dioxol-4-yl)methyl-acetate